C[C@@H]1CCC=2C1=NC1=C(C2NC(=O)N=S(=O)(N)C2=NN(C=C2)C2=CC=CC=C2)CCC1 N'-(((R)-3-methyl-1,2,3,5,6,7-hexahydrodicyclopenta[b,e]pyridin-8-yl)carbamoyl)-1-phenyl-1H-pyrazole-3-sulfonimidamide